5,9-di([1,1':3',1''-terphenyl]-2-yl)-3,11-dibromo-7-(tert-butyl)-4,10-dimethyl-5,9-dihydro-5,9-diaza-13b-boranaphtho[3,2,1-de]anthracene C1(=C(C=CC=C1)N1C=2C(=C(C=CC2B2C3=C1C=C(C=C3N(C=3C(=C(C=CC23)Br)C)C2=C(C=CC=C2)C2=CC(=CC=C2)C2=CC=CC=C2)C(C)(C)C)Br)C)C2=CC(=CC=C2)C2=CC=CC=C2